3-(hexylphenyl)-phenyl ether C(CCCCC)C1=C(C=CC=C1)C=1C=C(C=CC1)OC1=CC(=CC=C1)C1=C(C=CC=C1)CCCCCC